FC(C1=NN=C(O1)C1=CC(NC=C1)=O)F 4-(5-(difluoromethyl)-1,3,4-oxadiazol-2-yl)pyridine-2(1H)-On